ClC1=CC=C2C(=NC=3N(C2=C1)C=NN3)N(C=3C=C(C=CC3)C3=CC=C(C=C3)C(C(F)(F)F)O)C 1-(3'-((8-chloro-[1,2,4]triazolo[4,3-a]quinazolin-5-yl)(methyl)amino)-[1,1'-biphenyl]-4-yl)-2,2,2-trifluoroethan-1-ol